sodium thiosulfate (bisulphite) S([O-])(O)=O.S(=S)(=O)(O)O.[Na+]